2-amino-3,5-dinitrophenol NC1=C(C=C(C=C1[N+](=O)[O-])[N+](=O)[O-])O